C(C)(C)(C)NS(=O)(=O)C1=CC=C(C=C1)NC(=O)C1(C(C1)C1=CC=CC=C1)NC(C1=CC=C(C=C1)F)=O racemic-N-((E)-1-(4-(N-tert-butylsulfamoyl)phenylcarbamoyl)-2-phenylcyclopropyl)-4-fluorobenzamide